N-[3-(3-chloro-4-cyano-phenoxy)-2,2,4,4-tetramethyl-cyclobutyl]-2-(7-oxospiro[3.5]nonan-2-yl)oxy-pyrimidine-5-carboxamide ClC=1C=C(OC2C(C(C2(C)C)NC(=O)C=2C=NC(=NC2)OC2CC3(C2)CCC(CC3)=O)(C)C)C=CC1C#N